beta-styryl-(methyl)acrylic acid C(=CC1=CC=CC=C1)C=C(C(=O)O)C